(2-(benzo[c][1,2,5]thiadiazol-5-ylmethoxy)-4-((2-fluoro-[1,1'-biphenyl]-3-yl)methoxy)-5-nitrobenzyl)-D-serine N=1SN=C2C1C=CC(=C2)COC2=C(CN[C@H](CO)C(=O)O)C=C(C(=C2)OCC=2C(=C(C=CC2)C2=CC=CC=C2)F)[N+](=O)[O-]